ClC1=C(C2=C(NC(O[C@]23CN(CC3)C3=CN=CC(=N3)C(=O)NCC=3C=NC(=CC3)N3CCCCC3)=O)C=C1)F (S)-6-(6-Chloro-5-fluoro-2-oxo-1,2-dihydrospiro[benzo[d][1,3]oxazine-4,3'-pyrrolidin]-1'-yl)-N-((6-(piperidin-1-yl)pyridin-3-yl)methyl)pyrazine-2-carboxamide